2-chloropyridin-3-amine ClC1=NC=CC=C1N